NC1=C(C(=C(C=C1)N1[C@H](CN(CC1)C(=O)OC(C)(C)C)C)F)NC tert-butyl (3S)-4-[4-amino-2-fluoro-3-(methylamino)phenyl]-3-methyl-piperazine-1-carboxylate